N-(3,3-Difluoropropyl)-2-((4-(7-(((2S,5R)-5-(ethylsulfonamido)tetrahydro-2H-pyran-2-yl)methyl)-2,7-diazaspiro[3.5]nonan-2-yl)pyrimidin-5-yl)oxy)-5-fluoro-N-isopropylbenzamide FC(CCN(C(C1=C(C=CC(=C1)F)OC=1C(=NC=NC1)N1CC2(C1)CCN(CC2)C[C@H]2OC[C@@H](CC2)NS(=O)(=O)CC)=O)C(C)C)F